N-(4-(2-((6-Fluorochinolin-4-yl)amino)ethyl)phenyl)methansulfonamid FC=1C=C2C(=CC=NC2=CC1)NCCC1=CC=C(C=C1)NS(=O)(=O)C